5-((4-(1H-pyrrolo[2,3-b]pyridin-3-yl)-3,6-dihydropyridin-1(2H)-yl)methyl)-2-(2,4-dioxotetrahydropyrimidin-1(2H)-yl)isoindoline-1,3-dione N1C=C(C=2C1=NC=CC2)C=2CCN(CC2)CC=2C=C1C(N(C(C1=CC2)=O)N2C(NC(CC2)=O)=O)=O